1H-Pyrazolo[4,3-b]pyridine-5-carbonitrile N1N=CC2=NC(=CC=C21)C#N